4-(2-fluoro-6-methoxyphenyl)-N-(5-((4-hydroxybicyclo(2.2.1)hept-1-yl)methoxy)-1,3,4-thiadiazol-2-yl)-6-methylpyridine-3-carboxamide FC1=C(C(=CC=C1)OC)C1=C(C=NC(=C1)C)C(=O)NC=1SC(=NN1)OCC12CCC(CC1)(C2)O